C1(=C(C=CC=C1)NC1=NC=C(C(=N1)NCCCNC(NCCC(=O)O)=S)C(=O)OCC)C1=CC=CC=C1 3-(3-(3-((2-([1,1'-Biphenyl]-2-ylamino)-5-(ethoxycarbonyl)pyrimidin-4-yl)amino)propyl)thioureido)propanoic acid